FC1=CC=C(CNC2=CC=C(C(=N2)N2CCCC2)NC(=O)[C@H]2C(C2)C2=CC=CC=C2)C=C1 (R)-2-Phenyl-cyclopropanecarboxylic acid [6-(4-fluoro-benzylamino)-2-pyrrolidin-1-yl-pyridin-3-yl]-amide